C1(=CC=CC=C1)CCOC1=CC=C(C=C1)C1(CCOCC1)C(=O)N[C@@H](C)C1=CC=C(C(=O)OC)C=C1 Methyl 4-[(1S)-1-[[4-[4-(2-phenylethoxy)phenyl]tetrahydropyran-4-carbonyl]amino]ethyl]benzoate